COCCN1CCC(CC1)CC1=CC=C(C=C1)NC(OCC1=CN=CO1)=O oxazol-5-ylmethyl (4-((1-(2-methoxyethyl)piperidin-4-yl)methyl)phenyl)carbamate